6-bromo-3-isopropyl-1-(2,2,2-trifluoroethyl)indazole BrC1=CC=C2C(=NN(C2=C1)CC(F)(F)F)C(C)C